C(=O)(C=C)N1C[C@H](N(CC1)C(=O)OC1=CC=C2C(=NC(=NC2=C1)OC)N1CCN(CC1)C1=CC=C(C=C1)Cl)C 4-(4-(4-chlorophenyl) piperazin-1-yl)-2-methoxyquinazolin-7-yl (R)-4-acryl-2-methylpiperazine-1-carboxylate